2-(bis(3-chloro-4-fluorophenyl)methyl)-5-iodo-4-(methylsulfonyl)-1H-imidazole ClC=1C=C(C=CC1F)C(C=1NC(=C(N1)S(=O)(=O)C)I)C1=CC(=C(C=C1)F)Cl